TRIMETHYL-PROPANE TRICAPRYLATE C(CCCCCCC)(=O)O.C(CCCCCCC)(=O)O.C(CCCCCCC)(=O)O.CC(CC)(C)C